BrC=1NC2=CC=C(C=C2C1C(C)C)C1CN(C(CO1)(C)C)C(=O)OC(C)(C)C tert-butyl 2-(2-bromo-3-isopropyl-1H-indol-5-yl)-5,5-dimethylmorpholine-4-carboxylate